[Cl-].C[N+](CCO)(CCO)CC1=CC=CC=C1 N-Methyl-N-benzyl-N,N-di(hydroxyethyl)ammonium chloride